C(C)C1=NC(=CC=C1NC(C(C)(C)C)=O)N1CCC(CC1)C N-(2-ethyl-6-(4-methylpiperidin-1-yl)pyridin-3-yl)pivalamide